C(C)(C)(C)OOC(CC(=O)[O-])(C)OOC(C)(C)C 3,3-di-(t-butylperoxy)butyrate